bis(trifluoromethoxy)4,4'-benzidine FC(ONC1=CC=C(C2=CC=C(NOC(F)(F)F)C=C2)C=C1)(F)F